CC(C)NC(O[C@H]1C[C@H](CC1)C1=CC(=NN1)NC(CC1=NOC(=C1)C)=O)=O (1R,3S)-3-(3-{[(5-methyl-1,2-oxazol-3-yl)acetyl]amino}-1H-pyrazol-5-yl)cyclopentyl propan-2-ylcarbamate